CN1N=C(C=2C1=NC=CC2)C(=O)O 1-methyl-1H-pyrazolo[3,4-b]Pyridine-3-carboxylic acid